1-(4-((1H-1,2,3-triazol-5-yl)methoxy)-2-fluorophenyl)piperazine N1N=NC=C1COC1=CC(=C(C=C1)N1CCNCC1)F